C1(=CC=C(C=C1)C1=NC(=NC(=N1)C1=CC=C(C=C1)Cl)C1=CC=CC=C1)C1=CC=CC=C1 2-(1,1'-Biphenyl-4-yl)-4-(4-chlorophenyl)-6-phenyl-1,3,5-triazine